1-cyclopropyl-3-(tetramethyl-1,3,2-dioxaborolan-2-yl)-1H-pyrrolo[2,3-b]pyridine C1(CC1)N1C=C(C=2C1=NC=CC2)B2OC(C(O2)(C)C)(C)C